ClC1=NC2=NC(=C(N=C2C(=N1)C1=C(C=C(C=C1)Cl)F)C)C 2-chloro-4-(4-chloro-2-fluorophenyl)-6,7-dimethyl-pteridine